2-Methoxy-5-(4-methoxy-2-((3-morpholinobicyclo[1.1.1]pentan-1-yl)amino)nicotinamido)isonicotinic acid COC=1C=C(C(=O)O)C(=CN1)NC(C1=C(N=CC=C1OC)NC12CC(C1)(C2)N2CCOCC2)=O